C(C)OC1=CC=C(C=N1)C1=CN=CC(=N1)C(=O)NNCC1=C(C=CC=C1)F 6-(6-ethoxypyridin-3-yl)-N'-(2-fluorobenzyl)pyrazine-2-carbohydrazide